2-methyl-2-({2-methyl-5-[(4-methyl-1,3-thiazol-5-yl)methoxy]-2H-indazol-3-yl}formamido)propanamide CC(C(=O)N)(C)NC(=O)C=1N(N=C2C=CC(=CC12)OCC1=C(N=CS1)C)C